CC(C=C)(CC\C=C(/CC)\C)OC(C1=CC=C(C=C1)OC)=O (Z)-3,7-Dimethylnona-1,6-dien-3-yl-4-methoxybenzoat